BrC1=CC=C(C=C1)CC(C(C)C)=O (4-bromophenyl)-3-methylbutan-2-one